[Br-].CO[Si](CCCCCCCCOC1=C(C=C(C=C1)O)[P+](C)(C)C)(C)C (2-[8-(methoxydimethylsilyl)octoxy]-5-hydroxyphenyl)trimethylphosphonium bromide